C(C1=CC=CC=C1)N(C(=S)SSC(N(CC1=CC=CC=C1)CC1=CC=CC=C1)=S)CC1=CC=CC=C1 N,N-dibenzylthiocarbamoyl disulfide